(2S)-2-benzyl-4-chloro-N-(8-fluoro-4-methyl-3-quinolyl)-2-methyl-pent-4-enamide C(C1=CC=CC=C1)[C@](C(=O)NC=1C=NC2=C(C=CC=C2C1C)F)(CC(=C)Cl)C